COC(CCSC1=NC=C(N=C1)Cl)=O 3-((5-Chloropyrazin-2-yl)thio)propanoic acid methyl ester